CC(C(=O)O)CC DL-α-methyl-butyric acid